BrC1=C(C=CC=C1CO)C1=CC(=CC=C1)OCC#C (2-Bromo-3'-(prop-2-yn-1-yloxy)-[1,1'-biphenyl]-3-yl)methanol